(R)-3-(3-(6-(2-chloropyrimidin-4-yl-6-d)pyridin-2-yl)isoxazol-5-yl)-3-hydroxy-1-methylpyrrolidin-2-one ClC1=NC(=CC(=N1)C1=CC=CC(=N1)C1=NOC(=C1)[C@]1(C(N(CC1)C)=O)O)[2H]